4-(4-(AMINOMETHYL)BENZYL)-2-(4-METHOXYPHENYL)-1,2,4-THIADIAZOLIDINE-3,5-DIONE NCC1=CC=C(CN2C(N(SC2=O)C2=CC=C(C=C2)OC)=O)C=C1